7-[5-chloro-4-methoxy-2-(1,3-oxazol-2-yl)phenyl]-N-[(2,4-dimethoxyphenyl)methyl]cinnolin-4-amine ClC=1C(=CC(=C(C1)C1=CC=C2C(=CN=NC2=C1)NCC1=C(C=C(C=C1)OC)OC)C=1OC=CN1)OC